(6-(((tert-butyldiphenylsilyl)oxy)methyl)-5,6,7,8-tetrahydroimidazo[1,2-a]pyrazin-2-yl)methanol tert-butyl-(2,7,8-trichloroquinolin-4-yl)glycinate C(C)(C)(C)N(CC(=O)OCC=1N=C2N(CC(NC2)CO[Si](C2=CC=CC=C2)(C2=CC=CC=C2)C(C)(C)C)C1)C1=CC(=NC2=C(C(=CC=C12)Cl)Cl)Cl